5-tert-Butyl-[1,2,4]oxadiazole-3-carboxylic acid {(S)-2-[2-(1-isopropyl-3-methyl-1H-pyrazol-4-yl)-3H-imidazo[4,5-b]pyridin-7-yl]-6,7,8,9-tetrahydro-5H-benzocyclohepten-5-yl}-amide C(C)(C)N1N=C(C(=C1)C1=NC=2C(=NC=CC2C=2C=CC3=C(CCCC[C@@H]3NC(=O)C3=NOC(=N3)C(C)(C)C)C2)N1)C